CC1CNC2=C(O1)N=CC(=C2C)NC2=C(C(NC=C2)=O)C(=O)NC2=CC=C(C=C2)N2CCN(CC2)C 4-((3,8-dimethyl-2,3-dihydro-1H-pyrido[2,3-b][1,4]oxazin-7-yl)amino)-N-(4-(4-methylpiperazin-1-yl)phenyl)-2-oxo-1,2-dihydropyridine-3-carboxamide